methyl 4-(4-((3-(trifluoromethyl)benzyl)carbamoyl)piperidin-1-yl)-1H-indole-2-carboxylate FC(C=1C=C(CNC(=O)C2CCN(CC2)C2=C3C=C(NC3=CC=C2)C(=O)OC)C=CC1)(F)F